C(C)(C)(C)OC(N(CC)C1=NC(=C(C=C1)C)Br)=O.C(C1=CC=CC=C1)N1CCN(C12COC2)C(\C=C\C2=CC=C(C=C2)C(F)(F)F)=O (E)-1-(8-benzyl-2-oxa-5,8-diazaspiro[3.4]oct-5-yl)-3-(4-(trifluoromethyl)phenyl)prop-2-en-1-one tert-butyl-N-(6-bromo-5-methyl-2-pyridyl)-N-ethyl-carbamate